NC=1N=CC=2C=C(C=C(C2C1)C(=O)NC1CCN(CC1)C)C1=C(C=CC=C1C)F 3-amino-7-(2-fluoro-6-methyl-phenyl)-N-(1-methyl-4-piperidyl)isoquinoline-5-carboxamide